N-[2-({4-[3-(3,5-difluorophenyl)-1H-pyrrolo[3,2-b]pyridin-2-yl]pyridin-3-yl}oxy)ethyl]-N-methylethenesulfonamide FC=1C=C(C=C(C1)F)C1=C(NC=2C1=NC=CC2)C2=C(C=NC=C2)OCCN(S(=O)(=O)C=C)C